O=C1NC(CCC1N1C(C2=CC=C(C=C2C1=O)N1CCN(CC1)CC1CCN(CC1)CC(=O)OC(C)(C)C)=O)=O tert-butyl 2-[4-({4-[2-(2,6-dioxopiperidin-3-yl)-1,3-dioxo-2,3-dihydro-1H-isoindol-5-yl]piperazin-1-yl}methyl)piperidin-1-yl]acetate